FC=1C=CC=2N(C1)C(=C(N2)CO)C {6-fluoro-3-methylimidazo[1,2-a]pyridin-2-yl}methanol